C(C)(CC)O[Al] mono-s-butoxyaluminum